[1,4]oxaazacyclotricosine O1C=CN=CC=CC=CC=CC=CC=CC=CC=CC=CC=C1